(3,4-epoxycyclohexyl)propyl-trimethoxysilane C1(CC2C(CC1)O2)CCC[Si](OC)(OC)OC